(S)-3-(3-(4-methylbenzyl)phenyl)-3-(3-(4-hydroxy-1-methyl-2-oxo-1,2-dihydropyridin-3-yl)ureido)propanoic acid CC1=CC=C(CC=2C=C(C=CC2)[C@H](CC(=O)O)NC(=O)NC=2C(N(C=CC2O)C)=O)C=C1